CC1N(CCCC1)C=1N=C(C2=C(C=NNC2=O)N1)NC1=CC=C(C=C1)N1CCC2(CC2)CC1 6-(4-((2-(2-Methylpiperidin-1-yl)-5-oxo-5,6-dihydropyrimido[4,5-d]pyridazin-4-yl)amino)phenyl)-6-azaspiro[2.5]octan